C(C)SCC1CCN(CC1)C(=O)OC(C)(C)C tert-Butyl 4-(ethylsulfanylmethyl)piperidine-1-carboxylate